O=C1N(CC2=CC(=CC=C12)O[C@@H]1CN(CC1)CC=1C=NC=C(C1)C(F)(F)F)C1C(NC(CC1)=O)=O 3-(1-oxo-5-(((S)-1-((5-(Trifluoromethyl)pyridin-3-yl)methyl)pyrrolidin-3-yl)oxy)isoindolin-2-yl)piperidine-2,6-dione